7-octene-1-ylsulfonyl fluoride C(CCCCCC=C)S(=O)(=O)F